2-(1-(2-hydroxyphenyl)imidazo[1,5-a]Pyridin-3-yl)-5-(morpholinomethyl)phenol OC1=C(C=CC=C1)C=1N=C(N2C1C=CC=C2)C2=C(C=C(C=C2)CN2CCOCC2)O